C(C)(C)(C)OC(=O)N[C@H](C(=O)OCCN(C(=O)OC(C)(C)C)CC(=O)OCC1=CC=CC=C1)COC 2-[(2-benzyloxy-2-oxo-ethyl)-tert-butoxycarbonyl-amino]ethyl (2S)-2-(tert-butoxycarbonylamino)-3-methoxy-propanoate